Cl.N1[C@@H](CCC1)C1=C(C=CC=C1)C1=CC=NC=C1 4-{2-[(2S)-pyrrolidin-2-yl]phenyl}pyridine hydrochloride